O[C@H]1[C@@H](CNC[C@@H]1C)NC(OC(C)(C)C)=O tert-butyl [(3R,4R,5S)-4-hydroxy-5-methylpiperidin-3-yl]carbamate